2-broMoindolo[3,2,1-jk]carbazole BrC=1C=C2C=3C=CC=CC3N3C2=C(C1)C1=CC=CC=C13